5-(1-(1-(5-((R)-3-((cyclobutylmethyl)amino)piperidin-1-yl)pyridin-2-yl)ethyl)-1H-1,2,3-triazol-4-yl)-N,N-dimethylpyridin-3-amine C1(CCC1)CN[C@H]1CN(CCC1)C=1C=CC(=NC1)C(C)N1N=NC(=C1)C=1C=C(C=NC1)N(C)C